(3-((Benzyloxy)methyl)-4-ethyl-5-oxo-4,5-dihydro-1H-1,2,4-triazol-1-yl)-2-(2-ethoxyvinyl)-5-fluoro-N-(2-fluoro-5-methylphenyl)nicotinamide C(C1=CC=CC=C1)OCC1=NN(C(N1CC)=O)C1=NC(=C(C(=O)NC2=C(C=CC(=C2)C)F)C=C1F)C=COCC